dicyclohexyl-[3,6-dimethoxy-2',4',6'-tris(1-methylethyl)[1,1'-biphenyl]] C1(CCCCC1)C=1C(=C(C(=C(C1C(C)C)C1=CC(=CC=C1OC)OC)C(C)C)C1CCCCC1)C(C)C